2-(2-(difluoromethoxy)-7-methylquinoxalin-5-yl)-4-methylbenzo[d]Thiazole FC(OC1=NC2=CC(=CC(=C2N=C1)C=1SC2=C(N1)C(=CC=C2)C)C)F